C1=COC(=C1)CC2=C3C(=NC(=N2)N)N=CN3 6-furfuryl-aminopurine